O=C1N(CCC1)C1=CC=C(C=C1)C=1C=C(C=NC1)C1=C2C(=NC=C1)NC(=C2)C(=O)NC2CC(C2)C2=CC=CC=C2 4-(5-(4-(2-oxopyrrolidin-1-yl)phenyl)pyridin-3-yl)-N-((1r,3r)-3-phenylcyclobutyl)-1H-pyrrolo[2,3-b]pyridine-2-carboxamide